4-methoxy-3-(N-(2-(pyridin-2-yl)-5-(trifluoromethyl)phenyl)sulfamoyl)benzoic Acid COC1=C(C=C(C(=O)O)C=C1)S(NC1=C(C=CC(=C1)C(F)(F)F)C1=NC=CC=C1)(=O)=O